(5-(2-morpholinoethoxy)-2-(piperidin-1-yl)phenyl)-5-(1H-pyrazol-4-yl)furan-2-carboxamide O1CCN(CC1)CCOC=1C=CC(=C(C1)C1=C(OC(=C1)C=1C=NNC1)C(=O)N)N1CCCCC1